C(C)(=O)O.C(C)N(C(S)=S)CC N,N-diethyldithiocarbamic acid acetate